ClC1=NC=C(C(=N1)NC(C)C)N 2-chloro-N4-isopropylpyrimidine-4,5-diamine